monoammonium methylarsine C[AsH2].[NH4+]